C(C)(C)(C)OC(=O)N1CCC(CC1)C(C)N1CCNCC1.FC1=C(C=CC=C1)OC o-fluoroanisole tert-butyl-4-(1-(piperazin-1-yl)ethyl)piperidine-1-carboxylate